bis[trimethoxysilylpropyl]urea CO[Si](OC)(OC)CCCNC(NCCC[Si](OC)(OC)OC)=O